2-Amino-8-methyl-7,8-dihydro-5H-pyrano[4,3-b]pyridin-5-one NC1=CC=C2C(=N1)C(COC2=O)C